3-(furan-3-yl)-1-(tetrahydro-2H-pyran-2-yl)-1H-pyrazolo[3,4-c]pyridin-5-amine O1C=C(C=C1)C1=NN(C2=CN=C(C=C21)N)C2OCCCC2